9-Phenyl-3-[9-(2-phenyl-1H-benzimidazol-5-yl)carbazol-3-yl]carbazole C1(=CC=CC=C1)N1C2=CC=CC=C2C=2C=C(C=CC12)C=1C=CC=2N(C3=CC=CC=C3C2C1)C1=CC2=C(NC(=N2)C2=CC=CC=C2)C=C1